CSC=1N=CC2=C(C=3N(N(C2)C2=C(C=CC=C2Cl)Cl)C=CN3)N1 2-methylthio-6-(2,6-dichlorophenyl)imidazo[1,2-b]pyrimido[4,5-d]pyridazin